C1CCC2=NN=NN2CC1 pentylenetetrazol